Allyl (S)-8-((5-bromopentyl)oxy)-2-(4-(4-(tert-butoxycarbonyl)piperazin-1-yl)phenyl)-7-methoxy-5-oxo-11,11a-dihydro-1H-benzo[e]pyrrolo[1,2-a][1,4]diazepine-10(5H)-carboxylate BrCCCCCOC=1C(=CC2=C(N(C[C@H]3N(C2=O)C=C(C3)C3=CC=C(C=C3)N3CCN(CC3)C(=O)OC(C)(C)C)C(=O)OCC=C)C1)OC